5-fluoro-2-oxoindole FC1=CC2=CC(N=C2C=C1)=O